rac-4-{[3-(4-{[(3R,4R)-3-fluoro-1-methylpiperidin-4-yl]amino}-1-(2,2,2-trifluoroethyl)-1H-indol-2-yl)prop-2-yn-1-yl]amino}-3-methoxybenzamide F[C@@H]1CN(CC[C@H]1NC1=C2C=C(N(C2=CC=C1)CC(F)(F)F)C#CCNC1=C(C=C(C(=O)N)C=C1)OC)C |r|